2-amino-N-((1R,4R)-4-hydroxycyclohexyl)nicotinamide TFA salt OC(=O)C(F)(F)F.NC1=C(C(=O)NC2CCC(CC2)O)C=CC=N1